N[C@@H](CC(=O)OCC)C=1C=C(C=C(C1F)F)C1=C(C=C(C=C1C)C)C ethyl (S)-3-amino-3-(4,5-difluoro-2',4',6'-trimethyl-[1,1'-biphenyl]-3-yl)propanoate